4-((3S,5R)-4-((4-amino-1,3-dihydrofuro[3,4-c][1,7]naphthyridin-8-yl)carbonyl)-5-methyl-3-morpholinyl)benzonitrile NC1=NC=2C=NC(=CC2C2=C1COC2)C(=O)N2[C@H](COC[C@H]2C)C2=CC=C(C#N)C=C2